(S)-4-(7-bromo-2,6-dichloro-8-fluoroquinazolin-4-yl)-6-methyl-1,4-oxazepan-6-ol BrC1=C(C=C2C(=NC(=NC2=C1F)Cl)N1CCOC[C@](C1)(O)C)Cl